3-(acryloyloxy)propylmethyldiethoxysilane C(C=C)(=O)OCCC[Si](OCC)(OCC)C